3-methyladamantan-1-amine 2-(1-hydroxypentyl)benzoate OC(CCCC)C1=C(C(=O)O)C=CC=C1.CC12CC3(CC(CC(C1)C3)C2)N